ClC1=CNC=2C=CC=C(C12)C=O 3-CHLORO-1H-INDOLE-4-CARBALDEHYDE